OC=1C(CCC1C)=O 2-hydroxy-3-methylcyclopent-2-enone